2,4-dihydroxybenzoyl-hydrazine OC1=C(C(=O)NN)C=CC(=C1)O